(Ra)-6-(1-((7-Bromonaphthalin-2-yl)methyl)-4-fluoro-1H-indol-7-carboxamido)spiro[3.3]-heptan BrC1=CC=C2C=CC(=CC2=C1)CN1C=CC2=C(C=CC(=C12)C(=O)NC1CC2(CCC2)C1)F